N1(CCCCC1)S(=O)(=O)C1=CC=C(C#N)C=C1 4-(piperidin-1-ylsulfonyl)benzonitrile